[2-(dimethylamino)ethyl]trimethoxysilane CN(CC[Si](OC)(OC)OC)C